C1(=CC=CC=C1)C1=CCCN1 5-phenyl-2,3-dihydropyrrole